(E)-9-ethyl-3-(2-(quinolin-4-yl)vinyl)-9H-carbazole C(C)N1C2=CC=CC=C2C=2C=C(C=CC12)\C=C\C1=CC=NC2=CC=CC=C12